Tert-butyl-5-{5-nitro-6-[(pyridin-4-yl)amino]Pyridin-2-yl}-octahydropyrrolo[3,4-c]Pyrrole C(C)(C)(C)C1NCC2C1CN(C2)C2=NC(=C(C=C2)[N+](=O)[O-])NC2=CC=NC=C2